6-amino-2-methoxy-5-nitrosopyrimidine NC1=C(C=NC(=N1)OC)N=O